C(=O)(O)[C@H](CC(=O)N1CC2=CC(=C(C=C2C1)NCCCOC=1C=C2CN(CC2=CC1OC)C(C[C@@H](C(=O)O)C)=O)OC)C (S)-4-(5-(3-((2-((S)-3-carboxybutanoyl)-6-methoxyisoindolin-5-yl)amino)propoxy)-6-methoxyisoindolin-2-yl)-2-methyl-4-oxobutanoic acid